C(C)(C)OC(C(C1=CC=CC=C1)N(CCC)[C@@H]1CC2=CC=CC(=C2CC1)OC)=O 2-(((S)-5-methoxy-1,2,3,4-tetrahydronaphthalen-2-yl)(n-propyl)amino)-2-phenylacetic acid isopropyl ester